C12CN(CC(CC1)O2)C2=CC(=C(N=N2)C#N)N2CCC(CC2)(F)F 6-(8-oxa-3-azabicyclo[3.2.1]oct-3-yl)-4-(4,4-difluoropiperidin-1-yl)pyridazine-3-carbonitrile